N-(4-chloro-7-(4,4-difluoropiperidin-1-yl)furo[2,3-c]pyridin-5-yl)-4-(2-hydroxyethylsulfonamido)-2-(6-azaspiro[2.5]octan-6-yl)benzamide ClC1=C2C(=C(N=C1NC(C1=C(C=C(C=C1)NS(=O)(=O)CCO)N1CCC3(CC3)CC1)=O)N1CCC(CC1)(F)F)OC=C2